FC1(CC2(CC(C2)NC(=O)C2=NC(=NC(=C2)C(F)(F)F)C2=CN=CN2C)C1)F N-(6,6-difluorospiro[3.3]heptan-2-yl)-2-(1-methyl-1H-imidazol-5-yl)-6-(trifluoromethyl)pyrimidine-4-carboxamide